BrC1=C(C(=C(NCCOCCC2=CC=C(C(=O)OC(C)(C)C)C=C2)C=C1)[N+](=O)[O-])C tert-Butyl 4-{2-[2-(4-bromo-3-methyl-2-nitroanilino)ethoxy]ethyl}benzoate